methyl 3-(di-(tert-butoxycarbonyl)amino)-5-(3,4-dimethylphenyl)picolinate C(C)(C)(C)OC(=O)N(C=1C(=NC=C(C1)C1=CC(=C(C=C1)C)C)C(=O)OC)C(=O)OC(C)(C)C